7-(tert-butyl) 2-methyl 5,8-dihydro-1,7-naphthyridine-2,7(6H)-dicarboxylate N1=C(C=CC=2CCN(CC12)C(=O)OC(C)(C)C)C(=O)OC